2'-((3-((R)-2,2-difluorocyclopropoxy)-1H-pyrazol-4-yl)amino)-7'-((1R,3R)-3-hydroxycyclohexyl)spiro[cyclopropane-1,5'-pyrrolo[2,3-d]pyrimidin]-6'(7'H)-one FC1([C@@H](C1)OC1=NNC=C1NC=1N=CC2=C(N1)N(C(C21CC1)=O)[C@H]1C[C@@H](CCC1)O)F